COC(C(CC)(C)N=NC(C(=O)OC)(CC)C)=O di-methyl-2,2'-azobis(2-methyl butyrate)